6-(3-methyl-2-oxoimidazolin-1-yl)-2-azabicyclo[2.2.1]heptane CN1C(N(CC1)C1CC2CNC1C2)=O